FC=1C=C(C=C(C1)C1=CC=C(C=C1)O)C(=O)O 5-fluoro-4'-hydroxy-[1,1'-biphenyl]-3-carboxylic acid